(1S,2S)-2-(3-chlorophenyl)-N-(6-(((6-cyclopropyl-8-(4-methyl-2,5-dioxopiperazin-1-yl)imidazo[1,2-a]pyridin-2-yl)methyl)amino)pyrimidin-4-yl)cyclopropane-1-carboxamide ClC=1C=C(C=CC1)[C@@H]1[C@H](C1)C(=O)NC1=NC=NC(=C1)NCC=1N=C2N(C=C(C=C2N2C(CN(C(C2)=O)C)=O)C2CC2)C1